triethyl-ammonium terephthalate C(C1=CC=C(C(=O)[O-])C=C1)(=O)[O-].C(C)[NH+](CC)CC.C(C)[NH+](CC)CC